N-(3-(1H-imidazol-1-yl)propyl)-6,7-dimethyl-3-oxo-4-((2S,3S,4R)-2,3,4,5-tetrahydroxypentyl)-3,4-dihydroquinoxaline-2-carboxamide N1(C=NC=C1)CCCNC(=O)C1=NC2=CC(=C(C=C2N(C1=O)C[C@@H]([C@@H]([C@@H](CO)O)O)O)C)C